mono-lysine sulfate S(=O)(=O)(O)O.N[C@@H](CCCCN)C(=O)O